5-(((5-fluoro-2,3-dihydrobenzofuran-4-yl)methyl)amino)-8-(2-oxo-1,2-dihydropyridin-4-yl)imidazo[1,2-c]pyrimidine-2-carbonitrile FC=1C=CC2=C(CCO2)C1CNC1=NC=C(C=2N1C=C(N2)C#N)C2=CC(NC=C2)=O